5-methylpyrrolidin-3-yl-methanesulfonamide (±)-Tert-butyl-(1-(6-bromo-8-fluoro-2-methylquinolin-4-yl)propyl)carbamate C(C)(C)(C)N(C(O)=O)[C@H](CC)C1=CC(=NC2=C(C=C(C=C12)Br)F)C.CC1CC(CN1)CS(=O)(=O)N |r|